N1=C2N(N=C1C(=O)N)CCC2 6,7-dihydro-5H-pyrrolo[1,2-b][1,2,4]triazole-2-carboxamide